1-(4-chloro-8-fluoroisochroman-1-yl)-N-methylmethanamine ClC1COC(C2=C(C=CC=C12)F)CNC